(+)-Taxifolin O=C1C2C(O)=CC(O)=CC=2O[C@H](C2C=CC(O)=C(O)C=2)[C@H]1O